FC1=CC=C(C=C1)C1=NN(C=C1C=1C2=C(N=CN1)OC(=C2)C2=CC=NC=C2)C2S(CC2)(=O)=O {3-(4-fluorophenyl)-4-[6-(pyridin-4-yl)furo[2,3-d]pyrimidin-4-yl]-1H-pyrazol-1-yl}-1λ6-thietane-1,1-dione